hexahydropyrrolo[3,4-b]pyrrol N1C=2C(CC1)CNC2